cyclopentyl(1-methylcyclopropyl)carbamate C1(CCCC1)OC(NC1(CC1)C)=O